FC=1C=C(C=CC1)C=1N(C(=CC1C(=O)N)C1=C2C(=NC=C1)NC=C2)COCC[Si](C)(C)C 2-(3-fluorophenyl)-5-(1H-pyrrolo[2,3-b]pyridin-4-yl)-1-{[2-(trimethylsilyl)ethoxy]methyl}-1H-pyrrole-3-carboxamide